ClC(Cl)(Cl)C1=NN=NC=C1 [trichloromethyl]triazine